tert-butyl 3-bromo-5,6-difluoroindole-1-carboxylate BrC1=CN(C2=CC(=C(C=C12)F)F)C(=O)OC(C)(C)C